FC1=CC=C(C=C1)N1C(C2=CC=C(C=C2C1)OC1CN(C1)C1=CC=NC=C1)=O (4-fluorophenyl)-5-((1-(pyridin-4-yl)azetidin-3-yl)oxy)isoindolin-1-one